C(C=C)N1N=C(C(=C(C1=O)C(=O)OCC)O)C1=CC(=CC=C1)[N+](=O)[O-] ethyl 2-allyl-5-hydroxy-6-(3-nitrophenyl)-3-oxo-pyridazine-4-carboxylate